O=C1C=CN=C2N1[C@@H](CC2)C(=O)O (S)-4-oxo-4,6,7,8-tetrahydropyrrolo[1,2-a]pyrimidine-6-carboxylic acid